FC1CN(CCC1)C(=O)[O-] 3-fluoropiperidin-1-carboxylate